CC1(CC(=NO1)SCC=CC1=CC(=C(C(=C1)F)F)F)C 5,5-dimethyl-3-((3-(3,4,5-trifluorophenyl)allyl)thio)-4,5-dihydroisoxazole